(2S)-1-[(1R)-4-[4-amino-6-(6-ethynyl-4-methylpyridin-3-yl)-7-methyl-7H-pyrrolo[2,3-d]pyrimidin-5-yl]cyclohex-3-ene-1-carbonyl]pyrrolidine-2-carbonitrile NC=1C2=C(N=CN1)N(C(=C2C2=CC[C@@H](CC2)C(=O)N2[C@@H](CCC2)C#N)C=2C=NC(=CC2C)C#C)C